butyl (3S)-3-({5-[5-(1,1-difluoroethyl)-1-methyl-1H-1,2,4-triazol-3-yl]-6-methylpyridin-2-yl}amino)pyrrolidine-1-carboxylate FC(C)(F)C1=NC(=NN1C)C=1C=CC(=NC1C)N[C@@H]1CN(CC1)C(=O)OCCCC